CP(=O)(C)C1=C(C=CC=C1)NC1=NC(=NC=C1C(F)(F)F)NC1=CC=C(C(=O)NOCC)C=C1 4-((4-((2-(Dimethylphosphoryl)phenyl)amino)-5-(trifluoromethyl)pyrimidin-2-yl)amino)-N-ethoxybenzamide